1-(6-bromohexyloxy)Benzene BrCCCCCCOC1=CC=CC=C1